N(=[N+]=[N-])C(=O)C1=CC=C(CN2N=C(C(=C2C)CC(=O)OCC)C)C=C1 Ethyl 2-(1-(4-(azidocarbonyl)benzyl)-3,5-dimethyl-1H-pyrazol-4-yl)acetate